N-methoxy-N-methyl-4-(methyl-d3)cyclohex-3-ene-1-carboxamide CON(C(=O)C1CC=C(CC1)C([2H])([2H])[2H])C